FC=1C(=C(C=CC1)[C@H]1C2=C(CN(C1)C(\C=C\CNC)=O)SC(=C2C)C#N)C=2C(=NN(C2)C)C(F)(F)F (S,E)-4-(3-fluoro-2-(1-methyl-3-(trifluoromethyl)-1H-pyrazol-4-yl)phenyl)-3-methyl-6-(4-(methylamino)but-2-enoyl)-4,5,6,7-tetrahydrothieno[2,3-c]pyridine-2-carbonitrile